CC(=CC(=O)OC1=C(C=CC(=C1)C(C)C)C)C 5-isoPropyl-2-methylphenyl 3-methylbut-2-enoate